C1(CCC1)OC1=NC=CC=C1C=1C=C2CCC(SC2=CC1)CCC(=O)O 3-[6-(2-Cyclobutoxy-pyridin-3-yl)-thiochroman-2-yl]-propionic acid